C(C)OC(CC1=C(C=CC=C1)OCC1=COC2=C1C=C(C=C2C=2C=NC=CC2)C2=CC(=CC=C2)CN)=O.CC2N(C(CCC2)C)[Si](C)(C)C 2,6-dimethylpiperidinyltrimethyl-silane ethyl-2-(2-((5-(3-(aminomethyl)phenyl)-7-(pyridin-3-yl)benzofuran-3-yl)methoxy)phenyl)acetate